ClCC1=CC=C(C=C1)N1C(=NC=2C1=NC(=CC2)C2=NC=C(C=C2)OC([2H])([2H])[2H])C=2C(=NC=CC2)N 3-(3-(4-(Chloromethyl)phenyl)-5-(5-(methoxy-d3)pyridin-2-yl)-3H-imidazo[4,5-b]pyridin-2-yl)pyridin-2-amine